O1CCN(CC2=C1C=CC=C2)C(=O)[O-] 2,3-dihydrobenzo[f][1,4]oxazepine-4(5H)-carboxylate